ClC1=C(C=CC=C1OC)C(=O)N1C[C@@H]2CO[C@@](CN2CC1)(O)C1=CC(=C(C=C1)F)Cl (2-chloro-3-methoxy-phenyl)-[(3S,9aR)-3-(3-chloro-4-fluoro-phenyl)-3-hydroxy-1,4,6,7,9,9a-hexahydropyrazino[2,1-c][1,4]oxazin-8-yl]methanone